(2S,11aR)-6-cyclobutoxy-2-hydroxy-8-methyl-2,3,11,11a-tetrahydro-1H,5H-benzo[f]pyrrolo[2,1-c][1,4]Oxazepine-5-one C1(CCC1)OC1=CC(=CC2=C1C(N1[C@@H](CO2)C[C@@H](C1)O)=O)C